OCP(=O)=CC[C@H](N)C(=O)O 4-[hydroxy(methyl)phosphonoyl]-L-homoalanine